FC1=C(C=CC(=C1C(=O)C1=NNC2=NC=C(C=C21)C2=CC=C(C=C2)NS(=O)(=O)C)F)NS(=O)(=O)CCC N-(2,4-Difluoro-3-(5-(4-(methylsulfonamido)phenyl)-1H-pyrazolo[3,4-b]pyridin-3-carbonyl)phenyl)propan-1-sulfonamid